BrC(C)C=1C(=C(C#N)C=CC1)F 3-(1-bromoethyl)-2-fluorobenzonitrile